2-hydroxy-4-(2-hydroxy-ethoxy)-2-methyl-phenyl-propanone OC1(C(C=CC(=C1)OCCO)CC(C)=O)C